2,5-dihexyl-1,4-bis(dimethylsilyl)benzene C(CCCCC)C1=C(C=C(C(=C1)[SiH](C)C)CCCCCC)[SiH](C)C